Butyl-d9 7-bromo-8-((4-methylpiperazin-1-yl)methyl)-2-oxo-2H-selenopheno[3,2-h]chromene-3-carboxylate dihydrochloride Cl.Cl.BrC1=C([Se]C=2C1=CC=C1C=C(C(OC21)=O)C(=O)OC(C(C([2H])([2H])[2H])([2H])[2H])(C([2H])([2H])[2H])[2H])CN2CCN(CC2)C